BrC1=CC=2C(=NN(N2)C2=CC=C(C=C2)C2=CN=CC3=CC=CC=C23)C=C1 5-bromo-2-{4-(isoquinolin-4-yl)phenyl}-2H-benzotriazole